BrC1=CC=C(C=C1)C1(C2=CC=C(C=C2CCC12CCOCC2)OC)O 1-(4-Bromophenyl)-6-methoxy-2',3,3',4,5',6'-hexahydro-1H-spiro[naphthalene-2,4'-pyran]-1-ol